(L-arginyl-glycyl-L-aspartyl-D-phenylalanyl-L-lysyl)-potassium phosphate salt P(=O)(O)(O)O.N[C@@H](CCCNC(N)=N)C(=O)NCC(=O)N[C@@H](CC(=O)O)C(=O)N[C@H](CC1=CC=CC=C1)C(=O)N[C@@H](CCCCN)C(=O)[K]